aminopropyl-Spermidine NCCCNCCCCNCCCN